C1(CCC1)C=1C(=NN2C1C=C(C=C2)C(F)(F)F)NC([C@H](C(C)C)C)=O (S)-N-(3-cyclobutyl-5-(trifluoromethyl)pyrazolo[1,5-a]pyridin-2-yl)-2,3-dimethylbutanamide